C(C)(C)(C)OC(=O)N1CC2(CC(C2)O)CC1 Trans-2-hydroxy-6-azaspiro[3.4]octane-6-carboxylic acid tert-butyl ester